(1-(3,4-dihydro-2H-benzo[b][1,4]oxazin-6-yl)piperidin-4-yl)methylamine hydrochloride Cl.O1C2=C(NCC1)C=C(C=C2)N2CCC(CC2)CN